CN1N=CC(=C1)C=1N(C2=CC=CC=C2C1)C(=O)N 2-(1-methyl-1H-pyrazol-4-yl)-1H-indole-1-carboxamide